tert-Butyl 4-(2-ethoxy-2-oxoethylidene)piperidine-1-carboxylate C(C)OC(C=C1CCN(CC1)C(=O)OC(C)(C)C)=O